CSCC1N(CCOC1)NC1=NC2=CC=CC=C2C=N1 N-(3-((methylthio)methyl)-4-morpholinyl)quinazolin-2-amine